ClC1=CC=CC(=N1)OCCOC=1C=C(C=CC1CN1CC(C1)OC)C#CC1=CN=C(C2=CN=C(C=C12)N)NC 4-[2-[3-[2-[(6-chloro-2-pyridyl)oxy]ethoxy]-4-[(3-methoxyazetidin-1-yl)methyl]phenyl]ethynyl]-N1-methyl-2,7-naphthyridine-1,6-diamine